N-[(1S,3R,4R)-rel-7-[3-(4-cyano-3-fluoro-phenyl)-4-[2-fluoro-4-(2-methoxyethyl)phenyl]benzoyl]-7-azabicyclo[2.2.1]heptan-3-yl]-2,4-dinitrobenzenesulfonamide C(#N)C1=C(C=C(C=C1)C=1C=C(C(=O)N2[C@@H]3C[C@H]([C@H]2CC3)NS(=O)(=O)C3=C(C=C(C=C3)[N+](=O)[O-])[N+](=O)[O-])C=CC1C1=C(C=C(C=C1)CCOC)F)F |o1:14,16,17|